CC=1C(=C2C=NNC2=CC1)C1=C(C(=NC=2CCC3(CC12)CC3)N3CC1(CN(C1)C(C=C)=O)CC3)C#N 4'-(5-methyl-1H-indazol-4-yl)-2'-(2-(2-propenoyl)-2,6-diazaspiro[3.4]octan-6-yl)-7',8'-dihydro-5'H-spiro[cyclopropane-1,6'-quinoline]-3'-carbonitrile